tripropanol vanadium [V].C(CC)O.C(CC)O.C(CC)O